C(=C)[Si]1(O[Si](O[Si](O[Si](O1)(C)C=C)(C)C=C)(C)C=C)C tetravinyltetramethyl-cyclotetrasiloxane